(5-(4-(benzo[d]thiazol-5-ylamino)quinolin-6-yl)-4-fluoropyridin-2-yl)(2-oxa-6-azaspiro[3.3]heptan-6-yl)methanone S1C=NC2=C1C=CC(=C2)NC2=CC=NC1=CC=C(C=C21)C=2C(=CC(=NC2)C(=O)N2CC1(COC1)C2)F